FC=1C(=C(C=CC1)C(C)=O)O 1-(3-fluoro-2-hydroxyphenyl)ethan-1-one